N-(benzoyloxy)-N-ethyl-ethylamine C(C1=CC=CC=C1)(=O)ON(CC)CC